COC(=O)C1(CCNCC1)CC(=O)OC 4-(2-Methoxy-2-oxo-ethyl)piperidine-4-carboxylic acid methyl ester